CC[C@H](C=C[C@@H](C)[C@H]1CC[C@H]2[C@@H]3CC(C4CC(CC[C@]4(C)[C@H]3CC[C@]12C)=O)=O)C(C)C STIGMASTA-22-ene-3,6-dione